BrC1=NOC(=C1)CC(=O)OC methyl 2-(3-bromoisoxazol-5-yl)acetate